Cl.Cl.COC1=C(C=CC(=C1)OC)NN 2,4-dimethoxyphenylhydrazine dihydrochloride